3-[6-[2-cyano-3-[[ethyl(methyl)sulfamoyl]amino]-6-fluoro-phenoxy]-4-oxo-quinazolin-3-yl]-8-azaspiro[4.5]decane-8-carboxylate C(#N)C1=C(OC=2C=C3C(N(C=NC3=CC2)C2CCC3(C2)CCN(CC3)C(=O)[O-])=O)C(=CC=C1NS(N(C)CC)(=O)=O)F